1-(6-(3,3-difluoroazetidin-1-yl)-4-((2R,3S)-2-methyl-3-((methylsulfonyl)methyl)azetidin-1-yl)pyridin-2-yl)-6-(4-methoxypyridin-3-yl)-4-methyl-1H-pyrazolo[4,3-c]pyridine FC1(CN(C1)C1=CC(=CC(=N1)N1N=CC=2C(=NC(=CC21)C=2C=NC=CC2OC)C)N2[C@@H]([C@H](C2)CS(=O)(=O)C)C)F